C1(CC1)N1N=CC(=C1)[C@@H]1OCCN(C1)C1=CC2=C(N=C(N(C2=O)C)C)C(=N1)C1=C(C=C(C=C1)C(F)(F)F)F (S)-6-(2-(1-cyclopropyl-1H-pyrazol-4-yl)morpholino)-8-(2-fluoro-4-(trifluoromethyl)phenyl)-2,3-dimethylpyrido[3,4-d]pyrimidin-4(3H)-one